NC1=CC=C(C=N1)C1CCN(CC1)C=1C=CC(=NC1)C(=O)OC methyl 5-(4-(6-aminopyridin-3-yl)piperidin-1-yl)picolinate